tert-butyl (2-oxocyclopentyl)carbamate O=C1C(CCC1)NC(OC(C)(C)C)=O